2-bromo-anisole BrC1=C(C=CC=C1)OC